C1(=CC=CC=C1)C1=C(C=CC(=C1)C(C)(C)C)Br 2-phenyl-4-tert-butylbromobenzene